4-fluoro-1,3-dioxoisoindoline FC1=C2C(NC(C2=CC=C1)=O)=O